trans-2,2-dichloro-3-(3-iodophenyl)cyclopropane-1-carboxylic acid ClC1([C@H]([C@@H]1C1=CC(=CC=C1)I)C(=O)O)Cl